(1S,3S)-3-(4-(4-((((3,3-Dimethylbutoxy)carbonyl)amino)methyl)-3-methylisoxazol-5-yl)phenoxy)cyclohexanecarboxylic Acid CC(CCOC(=O)NCC=1C(=NOC1C1=CC=C(O[C@@H]2C[C@H](CCC2)C(=O)O)C=C1)C)(C)C